[S].[N+](=O)([O-])C=1C=CC(=NC1)N1CCC(CC1)O 1-(5-nitropyridin-2-yl)piperidin-4-ol sulfur